N2-(2-ethoxy-4-(4-methyl-4H-1,2,4-triazol-3-yl)phenyl)-6-methyl-N8-((3-methyltetrahydrofuran-3-yl)methyl)pyrido[3,4-d]pyrimidine-2,8-diamine C(C)OC1=C(C=CC(=C1)C1=NN=CN1C)NC=1N=CC2=C(N1)C(=NC(=C2)C)NCC2(COCC2)C